C(C)N1[SiH](N([SiH]1C)[Si](C)(C)C)C ethyl-3-trimethylsilyl-2,4-dimethylcyclodisilazane